C(C)(=O)OC1=NC=CC=C1 (Pyridin-2-yl) acetate